C1=CC=C(C=2C3=CC=CC=C3C=CC12)NC1=CC2=CC=CC=C2C=C1 N-(4-phenanthryl)-2-naphthylamine